C(C)(C)(C)ON(OC(C(=O)O)(C)C)C(=O)O 2-(t-butoxycarboxylamino)oxy-2-methyl-propionic acid